OC[C@@H]1N(C[C@@H](C1)C1=CC(=C(C=C1)OC)OC(C)C)CC=O (2R,4S)-2-(hydroxymethyl)-4-(3-isopropoxy-4-methoxyphenyl)pyrrolidine-1-ethanone